2-((1-methyl-1H-pyrazol-4-yl)amino)-4-((2-trifluoromethoxybenzyl)amino)pyrimidin-5-carboxamide CN1N=CC(=C1)NC1=NC=C(C(=N1)NCC1=C(C=CC=C1)OC(F)(F)F)C(=O)N